3-[({(1S)-5-[methyl(4-methylphenyl)amino]isoindolinyl}methyl)amino]pyridine-4-carboxylic acid CN(C=1C=C2CN[C@@H](C2=CC1)CNC=1C=NC=CC1C(=O)O)C1=CC=C(C=C1)C